guanosine diphosphate glucuronate O=C[C@H](O)[C@@H](O)[C@H](O)[C@H](O)C(=O)O.OP(O)(=O)OP(=O)(O)O.[C@@H]1([C@H](O)[C@H](O)[C@@H](CO)O1)N1C=NC=2C(=O)NC(N)=NC12